24-methyl-5,7,18,20-tetraoxa-24-azoniahexacyclo[11.11.0.02,10.04,8.014,22.017,21]tetracosa-1(24),2,4(8),9,11,13,15,17(21),22-nonaene C[N+]=1C=C2C=3OCOC3C=CC2=C2C=CC3=CC=4OCOC4C=C3C12